3-(4-(3-(4-(8-chloro-5,6-dihydro-11H-benzo[5,6]cyclohepta-[1,2-b]pyridin-11-ylidene)piperidin-1-yl)propoxy)benzyl)-1-(4-fluorobenzyl)-1-(1-methylpiperidin-4-yl)urea ClC=1C=CC2=C(CCC=3C(=NC=CC3)C2=C2CCN(CC2)CCCOC2=CC=C(CNC(N(C3CCN(CC3)C)CC3=CC=C(C=C3)F)=O)C=C2)C1